tert-Butyl N-[exo-8-[7-(3,4-dichloro-2-methyl-2H-indazol-5-yl)-5-{[2-(trimethylsilyl)ethoxy] methyl}-5H-pyrrolo[2,3-b]pyrazin-3-yl]-8-azabicyclo[3.2.1]octan-3-yl]carbamate ClC=1N(N=C2C=CC(=C(C12)Cl)C1=CN(C2=NC(=CN=C21)N2C1CC(CC2CC1)NC(OC(C)(C)C)=O)COCC[Si](C)(C)C)C